NC1=NN2C(C=C(C=C2)C=2C(=C(C(=O)NCC(CC3=CC=C(C=C3)F)(F)F)C(=CC2)C)F)=N1 3-(2-amino-[1,2,4]triazolo[1,5-a]pyridin-7-yl)-N-(2,2-difluoro-3-(4-fluorophenyl)propyl)-2-fluoro-6-methylbenzamide